COC1=CC2=C(C3=C(CNC2=O)C=NC=N3)C=C1 9-methoxy-7-oxo-6,7-dihydro-5H-pyrimido[5,4-d][2]benzazepin